3-[4-[[(2S)-2,3-Dihydroxypropyl]carbamoyl]phenyl]-1-sulfamoyl-pyrrole-2-carboxylic acid O[C@@H](CNC(=O)C1=CC=C(C=C1)C1=C(N(C=C1)S(N)(=O)=O)C(=O)O)CO